C1(OOC(C2=C1C=CC=C2)=O)=O 2,3-benzodioxine-1,4-dione